2-((5R)-5-fluoropiperidin-2-yl)-5-(trifluoromethyl)pyridine hydrochloride Cl.F[C@@H]1CCC(NC1)C1=NC=C(C=C1)C(F)(F)F